O=C1N(C(C2=CC=CC=C12)=O)C(C)C1=NC(=NN1C=1SC(=CN1)C#N)OC 2-{5-[1-(1,3-dioxo-1,3-dihydro-2H-isoindol-2-yl)ethyl]-3-methoxy-1H-1,2,4-triazol-1-yl}-1,3-thiazole-5-carbonitrile